C(CCCCCCCCCCCCCCCCCCCCCCCCCC)(=O)OCCCCCCCC\C=C/CCCCCCCC oleyl heptacosanoate